(S)-5-((S)-5-Chloro-6-fluoro-2-((methylamino)methyl)-2-phenyl-2,3-dihydrobenzofuran-4-yl)-4-fluoroindoline-6-carboxamide ClC=1C(=CC2=C(C[C@](O2)(C2=CC=CC=C2)CNC)C1C=1C(=C2CCNC2=CC1C(=O)N)F)F